5-(Azetidin-2-ylmethoxy)-N-(1-(7-ethylquinolin-5-yl)cyclopropyl)-2-methylbenzamide N1C(CC1)COC=1C=CC(=C(C(=O)NC2(CC2)C2=C3C=CC=NC3=CC(=C2)CC)C1)C